MYRCENYL METHYL ETHER CC(C)(CCCC(=C)C=C)OC